N-[6-(4-amino-5-{3-fluoro-4-[(4-methylpyrimidin-2-yl)oxy]phenyl}-7-methyl-5H-pyrrolo[3,2-d]pyrimidin-6-yl)-5-methylpyridin-3-yl]prop-2-enamide NC=1C2=C(N=CN1)C(=C(N2C2=CC(=C(C=C2)OC2=NC=CC(=N2)C)F)C2=C(C=C(C=N2)NC(C=C)=O)C)C